ClC=1C=CC(=C(C1)S(=O)(=O)N1CCSC2=C1C=C(C=C2)C(=O)NC2=CC(=C(C(=O)O)C=C2)F)OC 4-{[4-(5-Chloro-2-methoxy-benzenesulfonyl)-3,4-dihydro-2H-benzo[1,4]thiazine-6-carbonyl]-amino}-2-fluoro-benzoic acid